N-(4-((1r,5s)-8-azabicyclo[3.2.1]oct-8-yl)phenyl)-3-(5,5-dimethyl-1,3-dioxan-2-yl)-5-fluoro-4-hydroxybenzoamide [C@@H]12CCC[C@@H](CC1)N2C2=CC=C(C=C2)NC(C2=CC(=C(C(=C2)F)O)C2OCC(CO2)(C)C)=O